ClC=1C=NC=C(C1C#N)Cl 3,5-dichloro-4-cyanopyridine